AZABICYCLOOCTANE N1(CCCCCCC1)C1CCCCCCC1